ClC1=C(C=CC(=C1)CNC1=CC(=C(C=C1)Cl)Cl)NC(CCC)=O N-{2-chloro-4-[(3,4-dichlorophenylamino)methyl]phenyl}butyramide